ethyl-3-(p-isopropylphenyl)-propanal C(C)C(C=O)CC1=CC=C(C=C1)C(C)C